CNC(=O)C1=CC=2N(C=C1NC(=O)C1=NC(=CC=C1)C(F)(F)F)C=C(N2)CCS(=O)(=O)C N-methyl-2-(2-methylsulfonylethyl)-6-[[6-(trifluoromethyl)pyridine-2-carbonyl]amino]imidazo[1,2-a]pyridine-7-carboxamide